NC=1C=2N(C3=CC(=C(C=C3N1)F)C(=O)N(C1COC3=NC(=CC=C31)C(F)(F)F)CC3CC3)C=NC2 4-amino-N-(cyclopropylmethyl)-7-fluoro-N-(6-(trifluoromethyl)-2,3-dihydrofuro[2,3-b]pyridin-3-yl)imidazo[1,5-a]quinoxaline-8-carboxamide